1-(8-cyano-quinoxalin-5-yl)-5,5-difluoro-piperidine-3-carboxylic acid (1-methyl-piperidin-4-yl)-amide CN1CCC(CC1)NC(=O)C1CN(CC(C1)(F)F)C1=C2N=CC=NC2=C(C=C1)C#N